CC/C=C\CC/C=C/C=O 2-Trans-6-Cis-Nonadienal